BrC1=C(C=C2C(N(C(=NC2=C1)C(CCC)N1CCN(CCC1)CC)CC)=O)F 7-bromo-3-ethyl-2-(1-(4-ethyl-1,4-diazepan-1-yl)butyl)-6-fluoroquinazolin-4(3H)-one